N-(2-(5-(1-(ethoxyimino)ethyl)-3-(2-(5-fluoro-2-methoxyphenyl)-2-hydroxyethyl)-2,6-dioxo-3,6-dihydropyrimidin-1(2H)-yl)ethyl)isobutyramide C(C)ON=C(C)C1=CN(C(N(C1=O)CCNC(C(C)C)=O)=O)CC(O)C1=C(C=CC(=C1)F)OC